4-(3-(1-Amino-2-methylpropan-2-yl)phenyl)-2-(2,4-difluorophenyl)phthalazin-1(2H)-one NCC(C)(C)C=1C=C(C=CC1)C1=NN(C(C2=CC=CC=C12)=O)C1=C(C=C(C=C1)F)F